4-[5-(4-benzyl-6-chloro-2-oxo-1H-quinolin-3-yl)-3-[4-(1-ethylindazol-5-yl)phenyl]-3,4-dihydropyrazol-2-yl]-4-oxo-butanoic acid C(C1=CC=CC=C1)C1=C(C(NC2=CC=C(C=C12)Cl)=O)C=1CC(N(N1)C(CCC(=O)O)=O)C1=CC=C(C=C1)C=1C=C2C=NN(C2=CC1)CC